C(=C)OC1COC=CC1 3-(vinyloxy)-1,3-dihydro-pyran